FC1=C(C=C(C(=O)OC)C=C1)I methyl 4-fluoro-3-iodobenzoate